C(C)(C)C1=C(NC2=CC=C(C=C12)OCC1CN(C1)C(C)C)C=1C=C(C=2N(C1)N=CN2)C 6-(3-isopropyl-5-((1-isopropylazetidin-3-yl)methoxy)-1H-indol-2-yl)-8-methyl-[1,2,4]triazolo[1,5-a]pyridine